(S)-Ethyl 2-((6-(5-(1-(2-azaspiro[3.3]heptan-6-yl)piperidin-4-yl)pyrimidin-2-yl)-3-(2-hydroxyphenyl)-6,7,8,9-tetrahydro-5H-pyrido[3',4':4,5]pyrrolo[2,3-c]pyridazin-5-yl)methoxy)acetate C1NCC12CC(C2)N2CCC(CC2)C=2C=NC(=NC2)N2[C@@H](C1=C(NC=3N=NC(=CC31)C3=C(C=CC=C3)O)CC2)COCC(=O)OCC